CC1=CC=CC(=N1)CC(=O)NC1=NNC(=C1)[C@@H]1C[C@@H](CC1)N(C([O-])=O)C1(CC1)C (1R,3S)-3-(3-{[(6-methylpyridin-2-yl)acetyl]amino}-1H-pyrazol-5-yl)cyclopentyl(1-methylcyclopropyl)carbamate